[N+](=O)([O-])C1=C(C=C(S1)C(=O)OC)NC[C@H]1OCC1 methyl 5-nitro-4-{[(2S)-oxetan-2-ylmethyl]amino}thiophene-2-carboxylate